C1(=CC=CC2=CC=CC=C12)C1=CC=C(C=C1)C1=C2C=CC=CC2=C(C2=CC=CC=C12)B(O)O [10-[4-(naphthalen-1-yl)phenyl]anthracen-9-yl]boronic acid